NCCC(=O)N1[C@@H](C[C@@H](O)C1)C(=O)C(C(C(=O)O)(N)N)C Beta-alanyl-hydroxyprolyl-diaminobutyric acid